Ethyl 4-((3-amino-4-fluorophenyl) amino)-6-methyl-1H-indole-2-carboxylate NC=1C=C(C=CC1F)NC1=C2C=C(NC2=CC(=C1)C)C(=O)OCC